CN(S(NC1=CC(=C(C=C1)OC1=CC=CC=C1)C=1C2=C(C(N(C1)C)=O)NC=C2)(=O)=O)C N,N-dimethyl-N'-[3-(6-methyl-7-oxo-6,7-dihydro-1H-pyrrolo[2,3-c]pyridin-4-yl)-4-phenoxyphenyl]sulfuric diamide